C(#N)C1CC(CN(C1)C(=O)C1=CC2=C(N(C(=N2)C2=CC=3C(=NC=CC3)N2CC2CC2)C)C(=C1)OC)NC(OC(C)(C)C)=O tert-butyl N-(5-cyano-1-{2-[1-(cyclopropylmethyl)-1H-pyrrolo[2,3-b]pyridin-2-yl]-7-methoxy-1-methyl-1H-1,3-benzodiazole-5-carbonyl} piperidin-3-yl)carbamate